tert-butyl 7-(1-(6-aminohexyl)-3,5-dimethyl-1H-pyrazol-4-yl)-3-(3-(4-chloro-3,5-dimethylphenoxy)propyl)-1-(2-morpholinoethyl)-1H-indole-2-carboxylate NCCCCCCN1N=C(C(=C1C)C=1C=CC=C2C(=C(N(C12)CCN1CCOCC1)C(=O)OC(C)(C)C)CCCOC1=CC(=C(C(=C1)C)Cl)C)C